2-bromo-N-(4-(3-(2-nitro-1-phenylethyl)-1H-indol-2-yl)phenyl)acetamide BrCC(=O)NC1=CC=C(C=C1)C=1NC2=CC=CC=C2C1C(C[N+](=O)[O-])C1=CC=CC=C1